N-{4-[2-(2-chloro-6-fluorophenyl)acetylamino]pyridin-2-yl}-N-(3-chlorophenyl)acetamide ClC1=C(C(=CC=C1)F)CC(=O)NC1=CC(=NC=C1)N(C(C)=O)C1=CC(=CC=C1)Cl